Toluene-d8 [2H]C1=C(C(=C(C(=C1[2H])[2H])C([2H])([2H])[2H])[2H])[2H]